C(#N)C1=CNC2=C(C=CC(=C12)C)NS(=O)(=O)C=1C=NN(C1)CC1(COC1)CO N-(3-Cyano-4-methyl-1H-indol-7-yl)-1-[[3-(hydroxymethyl)oxetan-3-yl]methyl]pyrazol-4-sulfonamid